C(C)(C)(C)OC(=O)N1CC2=NN(C=C2C1)C=1C2=C(N=CN1)N(C=C2)COCC[Si](C)(C)C 2-(7-((2-(trimethylsilyl)ethoxy)methyl)-7H-pyrrolo[2,3-d]pyrimidin-4-yl)-4,6-dihydropyrrolo[3,4-c]pyrazole-5(2H)-carboxylic acid tert-butyl ester